C(CC)[Sn](O[Sn](OC(C)=O)(CCC)CCC)(OC(C)=O)CCC tetra-n-propyl-1,3-diacetoxydistannoxane